N1N=CC2=C(C=CC=C12)CN1N=CC2=C(C1=O)N(C1=C2SC(=N1)[C@H](C1=NNC=C1)O)C (S)-6-((1H-indazol-4-yl)methyl)-2-(hydroxy(1H-pyrazol-3-yl)methyl)-4-methyl-4H-thiazolo[5',4':4,5]Pyrrolo[2,3-d]Pyridazin-5(6H)-one